CSC=1C=C(CCN)C=C(C1OC)OC 3-methylthio-4,5-dimethoxy-phenethylamine